C1(=CC=CC=C1)N1C2=CC=CC=C2C=2C=C(C=CC12)C=1C=CC=2N(C3=CC=CC=C3C2C1)C=1C=C(C=CC1)C=1N=C2C(=NC1)OC1=C2C=2C=CC=CC2C=C1 10-[3-(9'-phenyl-3,3'-bi-9H-carbazol-9-yl)phenyl]naphtho[1',2':4,5]furo[2,3-b]pyrazine